3-((S)-2-((E)-3-(4-chloro-2-fluorophenyl)acrylamido)-3-cyclopropylpropionamido)-4-cyclopentyl-2-oxobutanamide ClC1=CC(=C(C=C1)/C=C/C(=O)N[C@H](C(=O)NC(C(C(=O)N)=O)CC1CCCC1)CC1CC1)F